5-Chloro-2-((2-(2-(methylamino)ethyl)-1,2,3,4-tetrahydroisoquinolin-6-yl)amino)pyrimidine ClC=1C=NC(=NC1)NC=1C=C2CCN(CC2=CC1)CCNC